[(2R,3S,4R,5R)-5-[2-cyano-4-[[(1R)-1-phenylethyl]amino]-pyrrolo[2,3-d]-pyrimidin-7-yl]-3,4-dihydroxy-tetrahydro-furan-2-yl]methoxy-methylphosphonic acid C(#N)C=1N=C(C2=C(N1)N(C=C2)[C@H]2[C@@H]([C@@H]([C@H](O2)COCP(O)(O)=O)O)O)N[C@H](C)C2=CC=CC=C2